C(C)(C)(C)OC(=O)NC(NOCCNC1=CC(N(C=C1C(N[C@H](C)C1=C(C(=CC=C1)C(F)(F)F)C)=O)C1CCOCC1)=O)=NC([O-])=O [(tert-butoxycarbonylamino)-[2-[[5-[[(1R)-1-[2-methyl-3-(trifluoromethyl)phenyl]ethyl]carbamoyl]-2-oxo-1-tetrahydropyran-4-yl-4-pyridyl]amino]ethoxyamino]methylene]carbamate